F[C@H]1CC2=CC=3CCCC3C(=C2C1)NC(=O)NS(=O)(=NC(C1=CC=CC=C1)(C1=CC=CC=C1)C1=CC=CC=C1)C=1C=NN2C1OC(C2)C N-(((S)-2-fluoro-1,2,3,5,6,7-hexahydro-s-indacen-4-yl)carbamoyl)-2-methyl-N'-trityl-2,3-dihydropyrazolo[5,1-b]oxazole-7-sulfonimidamide